The molecule is a phosphatidylcholine 34:2 in which the 1- and 2-acyl groups are specified as (9Z)-hexadecenoyl and (11Z)-octadecenoyl respectively. It has a role as a mouse metabolite. It derives from a cis-vaccenic acid and a palmitoleic acid. CCCCCC/C=C\\CCCCCCCCCC(=O)O[C@H](COC(=O)CCCCCCC/C=C\\CCCCCC)COP(=O)([O-])OCC[N+](C)(C)C